C(C)(C)(C)OC(=O)NC1=NC2=CC(=CC=C2C(=C1)C(=O)O)CN(C(=O)C=1C=NC=CC1)C1=C(C=CC=C1)S(=O)(=O)C 2-{[(tert-butoxy)carbonyl]amino}-7-{[N-(2-methanesulfonylphenyl)-1-(pyridin-3-yl)formamido]methyl}quinoline-4-carboxylic acid